1-ethynyl-4-(trifluoro-methyl)benzene C(#C)C1=CC=C(C=C1)C(F)(F)F